NC1=NC=CC2=C1N(C(N2)=O)[C@H]2CN(CCC2)C(C=C)=O 4-amino-3-[(3R)-1-(prop-2-enoyl)piperidin-3-yl]-1,3-dihydro-2H-imidazo[4,5-c]pyridin-2-one